BrC=1C=C(C=C2N=CC=NC12)C1(CC(C1)C)C#N 1-(8-bromoquinoxaline-6-yl)-3-methylcyclobutane-1-carbonitrile